ClC1=C(CN2C[C@@H](N(CC2)C(=O)N2N=C(C=C2)C(=O)N)C)C=CC=C1OCC(C)(C)O (S)-1-(4-(2-chloro-3-(2-hydroxy-2-methylpropoxy)benzyl)-2-methylpiperazine-1-carbonyl)-1H-pyrazole-3-carboxamide